CC=1C(=CC=CC1)S(=O)(=O)NS(=O)(=O)C1=CC=C(C)C=C1 N-(o-toluenesulfonyl)-p-toluenesulfonamide